2-[6-bromo-1-oxo-4-[3-(trifluoromethyl)cyclobutyl]oxyphthalazin-2-yl]-N-(5-fluoropyrimidin-2-yl)acetamide BrC=1C=C2C(=NN(C(C2=CC1)=O)CC(=O)NC1=NC=C(C=N1)F)OC1CC(C1)C(F)(F)F